FC1=C(C(=O)Cl)C(=CC=C1)C(F)(F)F 2-fluoro-6-(trifluoromethyl)benzoyl chloride